2-hydroxypentan-2,4-dienoic acid OC(C(=O)O)=CC=C